C(C)(C)(C)OC(=O)N1CCC(CC1)(C(=O)OCC1=CC=CC=C1)O 4-hydroxypiperidine-1,4-dicarboxylic acid 4-benzyl 1-tert-butyl ester